Cesium methylamine lead iodide salt [Pb](I)I.CN.[Cs]